COC1=C(C2=C(C=N1)C=CN2CC2=CC=C(C=C2)S(=O)(=O)N)N2N=C(C=C2)C 4-((6-methoxy-7-(3-methyl-1H-pyrazol-1-yl)-1H-pyrrolo[3,2-c]pyridin-1-yl)methyl)benzenesulfonamide